2-OXO-1,2-DIHYDRO-3-PYRIDINECARBALDEHYDE O=C1NC=CC=C1C=O